methyl 3-oxocyclohex-1-ene-1-carboxylate O=C1C=C(CCC1)C(=O)OC